FC([C@@]1([C@@H](C1)C=C)C(=O)OCC)(F)F |r| ethyl rac-(1S,2S)-1-(trifluoromethyl)-2-vinylcyclopropane-1-carboxylate